Cl.C(C)(C)N1N=NC(=C1)C(C)OC1=CC(=CC=2N1C(=CN2)C#N)C=2N=NN(C2C)C2CCNCC2 5-[1-(1-Isopropyltriazol-4-yl)ethoxy]-7-[5-methyl-1-(4-piperidyl)triazol-4-yl]imidazo[1,2-a]pyridine-3-carbonitrile HCl